C(#N)[C@H]1N(CSC1)C(CNC(=O)C1=CC=NC2=CC=C(C=C12)N1CC(C1)(C)CC)=O (R)-N-(2-(4-Cyanothiazolidin-3-yl)-2-oxoethyl)-6-(3-ethyl-3-methyl-azetidin-1-yl)quinoline-4-carboxamide